ClC=1C=C(C=CC1Cl)C=1N=C(SC1SC(C)C)N1N=C(C(=C1C(=O)O)C1=CC(=CC(=C1)C)OC(C)C)C 1-(4-(3,4-dichlorophenyl)-5-(isopropylsulfanyl)thiazol-2-yl)-4-(3-isopropoxy-5-methylphenyl)-3-methyl-1H-pyrazole-5-carboxylic acid